4-(2-{6-chloroimidazo[1,2-a]pyridin-3-yl}pyrimidin-4-yl)-2-methyl-6-(5-methyl-1,3,4-oxadiazol-2-yl)morpholine ClC=1C=CC=2N(C1)C(=CN2)C2=NC=CC(=N2)N2CC(OC(C2)C=2OC(=NN2)C)C